OC(CC(=O)SCCNC(CCNC([C@@H](C(COP(OP(OC[C@@H]1[C@H]([C@H]([C@@H](O1)N1C=NC=2C(N)=NC=NC12)O)OP(=O)(O)O)(=O)O)(=O)O)(C)C)O)=O)=O)(CC(=O)O)C 3'-hydroxy-3-methylglutaryl-coenzyme A